C(C)(=O)N1C2(CN(C2=O)[C@H](C(=O)OCC2=CC=CC=C2)[C@@H](C)OCC2=CC=CC=C2)CCC1 benzyl (2S,3R)-2-(5-acetyl-1-oxo-2,5-diazaspiro[3.4]octan-2-yl)-3-(benzyloxy)butanoate